N-{[3-(4-{[(3S,4R)-3-fluoro-1-methylpiperidin-4-yl]amino}-1-(2,2,2-trifluoroethyl)-1H-indol-2-yl)-1,2,4-oxadiazol-5-yl]methyl}-5-[1-(methoxymethyl)cyclopropyl]thiophene-3-carboxamide F[C@H]1CN(CC[C@H]1NC1=C2C=C(N(C2=CC=C1)CC(F)(F)F)C1=NOC(=N1)CNC(=O)C1=CSC(=C1)C1(CC1)COC)C